O[C@@H](C)[C@H](CC)N1NC=NC1=O 2-[(2S,3S)-2-hydroxypentan-3-yl]-1,2,4-triazol-3-one